C1(=CC=CC=C1)C1=CC=CC=2C(=NSC21)NC=2C=CC(=NC2)C=O 5-((7-phenylbenzo[d]isothiazol-3-yl)amino)pyridine-2-carbaldehyde